O1C(=C(C=C1)C(=O)N)C(=O)N furandiformamide